4-amino-7-fluoro-N-propyl-8-(3-(trifluoromethyl)pyridin-2-yl)isoquinoline-3-carboxamide NC1=C(N=CC2=C(C(=CC=C12)F)C1=NC=CC=C1C(F)(F)F)C(=O)NCCC